C(#N)[C@@]1(C(N(C[C@H]1C)C=1C=2N(N=CC1)C=C(C2)C=2C=C(C=NC2)NC(C)=O)=O)C2CC2 N-[5-[4-[(3R,4S)-3-cyano-3-cyclopropyl-4-methyl-2-oxopyrrolidin-1-yl]pyrrolo[1,2-b]pyridazin-6-yl]pyridin-3-yl]acetamide